[Cl-].[Cl-].C(CC)C1(C=CC=C1)[Hf+2]C1(C(=C(C(=C1)C)C)C)C (n-propylcyclopentadienyl)(tetramethylcyclopentadienyl)hafnium dichloride